Cl.ClC1=C(C=C(C=C1)Cl)/C(=C/C(=O)OCC)/C1CCNCC1 ethyl (E)-3-(2,5-dichlorophenyl)-3-(piperidin-4-yl)acrylate hydrochloride